dipotassium hydroxyethylidene phosphonate P1(OC(CO)O1)=O.[K].[K]